NC=1C2=C(N=CN1)N(C(=C2C2=CC=C(C=C2)OC2=CC=CC=C2)C#CC2CN(C2)C2CCN(CC2)C(C=C)=O)C(CO)C 1-(4-(3-((4-amino-7-(1-hydroxypropan-2-yl)-5-(4-phenoxyphenyl)-7H-pyrrolo[2,3-d]pyrimidin-6-yl)ethynyl)azetidin-1-yl)piperidin-1-yl)prop-2-en-1-one